4-azido-3-trifluoromethyl-benzyl bromide N(=[N+]=[N-])C1=C(C=C(CBr)C=C1)C(F)(F)F